N-(4,6-Dimethyl-2-morpholin-4-yl-pyrimidin-5-yl)-3,3-dimethylbutyramide CC1=NC(=NC(=C1NC(CC(C)(C)C)=O)C)N1CCOCC1